F[C@H]1CN(CC[C@H]1OC)C1=NC=CC(=N1)NC=1N=CC2=C(C=C(C(=C2C1)C(C)C)C1CN(C1)C(C#CC)=O)N1CC(C1)CS(=O)(=O)C 1-(3-(3-((2-((3S,4R)-3-fluoro-4-methoxypiperidin-1-yl)pyrimidin-4-yl)amino)-5-isopropyl-8-(3-((methylsulfonyl)methyl)azetidin-1-yl)isoquinolin-6-yl)azetidin-1-yl)but-2-yn-1-one